2-(1-[7-methyl-2-(pyrrolidin-1-yl)quinoxalin-5-yl]ethylamino)benzoic acid CC1=CC(=C2N=CC(=NC2=C1)N1CCCC1)C(C)NC1=C(C(=O)O)C=CC=C1